C(=O)O.FC1(OC=2C(=CC3=C(N=C(S3)NC([C@H](C)N3C[C@H](C(CC3)(F)F)C3=CC(=[N+](C=C3)[O-])CNC)=O)C2)O1)F 4-((R)-1-((S)-1-((2,2-difluoro-[1,3]dioxolo[4',5':4,5]benzo[1,2-d]thiazol-6-yl)amino)-1-oxopropan-2-yl)-4,4-difluoropiperidin-3-yl)-2-((methylamino)methyl)pyridine 1-oxide formate